1-(4-chlorobenzyl)-1H-indole ClC1=CC=C(CN2C=CC3=CC=CC=C23)C=C1